FC=1C=C2C(=CNC2=C(C1)F)C(CN(C)C)=O 1-(5,7-difluoro-1H-indol-3-yl)-2-(dimethylamino)ethan-1-one